F[C@@H]1[C@@H](CN(CC1)C(=O)OCC1=CC=CC=C1)OS(=O)(=O)C |r| (+/-)-(cis)-benzyl 4-fluoro-3-((methylsulfonyl)oxy)piperidine-1-carboxylate